O.[Co](Br)Br.NC=1C=2N(C=CN1)C(=NC2C2=C(C=C(C(=O)NC1=NC=CC(=C1)C(F)(F)F)C=C2)F)N2CCC1(CCN(C1)C)CC2 4-(8-amino-3-(2-methyl-2,8-diazaspiro[4.5]decan-8-yl)imidazo[1,5-a]pyrazin-1-yl)-3-fluoro-N-(4-(trifluoromethyl)pyridin-2-yl)benzamide cobalt(II) bromide hydrate